acrylate compound with (methyl) acrylate C(C=C)(=O)OC.C(C=C)(=O)O